ethyl ((2,6-dioxo-4-phenylcyclohexylidene)methyl)cysteinate O=C1C(C(CC(C1)C1=CC=CC=C1)=O)=CN[C@@H](CS)C(=O)OCC